Z-7-dodecen-1-ol C(CCCCC\C=C/CCCC)O